C12(CC3CC(CC(C1)C3)C2)CCO 2-((3r,5r,7r)-adamantan-1-yl)ethanol